4-(4-(2-(allyloxy)prop-2-yl)-5-bromopyridin-2-yl)morpholine C(C=C)OC(C)(C)C1=CC(=NC=C1Br)N1CCOCC1